C1(CCCCC1)OCC1=CC=C(C=C1)B(O)O (4-((cyclohexyloxy)methyl)phenyl)boronic acid